C(CCCCCCCCCCCCCCC(C)C)(=O)[O-].C(CCCCCCCCCCCCCCC(C)C)(=O)[O-].C(CCCCCCCCCCCCCCC(C)C)(=O)[O-].C(CC)[Ti+3] propyl-titanium triisostearate